C(C)C1CN2C(OC1)=C(C(=N2)C2=C(C=CC=C2)F)C(=O)O 6-Ethyl-2-(2-fluorophenyl)-6,7-dihydro-5H-pyrazolo[5,1-b][1,3]oxazine-3-carboxylic acid